(S)-4-amino-N-(5-(1-amino-2,2-difluoroethyl)pyridin-3-yl)-1-(2,6-dichloro-4-methoxyphenyl)-6-oxo-1,6-dihydropyrimidine-5-carboxamide NC=1N=CN(C(C1C(=O)NC=1C=NC=C(C1)[C@@H](C(F)F)N)=O)C1=C(C=C(C=C1Cl)OC)Cl